(S)-(3-methylpiperazin-1-yl)(2-(1-phenyl-1H-pyrazol-4-yl)thiazol-4-yl)methanone hydrochloride Cl.C[C@H]1CN(CCN1)C(=O)C=1N=C(SC1)C=1C=NN(C1)C1=CC=CC=C1